BrC1=CC2=C(NC(O2)=O)C=C1NN 6-bromo-5-hydrazineylbenzo[d]oxazol-2(3H)-one